[NH2+]=N diazen-1-ium